diallyl-2,2'-dihydroxy-3-methoxybiphenyl C(C=C)C=1C(=C(C(=C(C1)C1=C(C=CC=C1)O)O)OC)CC=C